C(CCCCCCCCCCCCC)OP(=O)([O-])[O-].[Na+].[Na+] Di-sodium Mono-tetradecylphosphate